(R)-2-((R)-7-(4-Fluorobenzoyl)-8-methyl-3-(3-methyl-1,2,4-thiadiazol-5-yl)-5,6,7,8-Tetrahydroimidazo[1,5-a]pyrazin-1-yl)cyclopentan-1-one FC1=CC=C(C(=O)N2[C@@H](C=3N(CC2)C(=NC3[C@@H]3C(CCC3)=O)C3=NC(=NS3)C)C)C=C1